(S)-2-Amino-3-(pyridazin-4-yl)propanoic acid N[C@H](C(=O)O)CC1=CN=NC=C1